C(C)OC(CC(=O)C1CN(CCC1)C(=O)OCC1=CC=CC=C1)=O benzyl 3-(3-ethoxy-3-oxopropanoyl)piperidine-1-carboxylate